(trans)-2-[[5-chloro-2-[(1-hydroxy-3H-2,1-benzoxaborole-5-yl)amino]pyrimidin-4-yl]amino]cyclopentane-1-carbonitrile ClC=1C(=NC(=NC1)NC=1C=CC2=C(COB2O)C1)N[C@H]1[C@@H](CCC1)C#N